C(C)OC1=NC(=NC=C1C(NC=1C=C(C=2N(C1)C=C(N2)C)F)=O)N2C[C@@H](N(CC2)C(=O)OC(C)(C)C)C tert-butyl (S)-4-(4-ethoxy-5-((8-fluoro-2-methylimidazo[1,2-a]pyridin-6-yl) carbamoyl)pyrimidin-2-yl)-2-methylpiperazine-1-carboxylate